(1S,3S,5S)-N-[(4-carbamimidoylthiophen-2-yl)methyl]-5-methyl-2-(2-{[3-(4-phenoxyphenyl)oxetan-3-yl]amino}acetyl)-2-azabicyclo[3.1.0]hexane-3-carboxamide C(N)(=N)C=1C=C(SC1)CNC(=O)[C@H]1N([C@H]2C[C@]2(C1)C)C(CNC1(COC1)C1=CC=C(C=C1)OC1=CC=CC=C1)=O